COC(=O)C1=CN=CN1C(C(C)C)C1=CC=C(C=C1)C1=CC=C(C=C1)OC(F)(F)F 1-(2-methyl-1-(4'-(trifluoromethoxy)-[1,1'-biphenyl]-4-yl)propyl)-1H-imidazole-5-carboxylic acid methyl ester